3,3-dimethyl-2-phenyl-3-(4-methoxyphenyl)-1-propene CC(C(=C)C1=CC=CC=C1)(C1=CC=C(C=C1)OC)C